ethyl 2-ethyloxazole-4-carboxylate C(C)C=1OC=C(N1)C(=O)OCC